5-chloro-3-(6-(3-cyclopentyl-2-oxoimidazolin-1-yl)-2-azabicyclo[2.2.1]heptan-2-yl)-1,2,4-triazin-6-carbonitrile ClC=1N=C(N=NC1C#N)N1C2C(CC(C1)C2)N2C(N(CC2)C2CCCC2)=O